C(#C)[C@H]1CC[C@H](CC1)CO cis-4-ethynyl-cyclohexane-1-methanol